ClC=1C=C2C(=C(NC2=CC1)C(=O)OCC(C)C)C=1N=NN(C1)CC1CCN(CC1)CCNS(=O)(=O)C1=CC2=CC=CC=C2C=C1 Isobutyl 5-chloro-3-(1-((1-(2-(naphthalene-2-sulfonamido)ethyl)piperidin-4-yl)methyl)-1H-1,2,3-triazol-4-yl)-1H-indole-2-carboxylate